1-[2-[3,5-bis(difluoromethyl)pyrazol-1-yl]-6-[5-[(6-methylpyridazin-3-yl)amino]benzimidazol-1-yl]-3-pyridyl]ethanone FC(C1=NN(C(=C1)C(F)F)C1=NC(=CC=C1C(C)=O)N1C=NC2=C1C=CC(=C2)NC=2N=NC(=CC2)C)F